8-(4-aminophenoxy)-2,3-dihydro-4H-pyrido[3,2-b][1,4]oxazine-4-carboxylic acid tert-butyl ester C(C)(C)(C)OC(=O)N1C2=C(OCC1)C(=CC=N2)OC2=CC=C(C=C2)N